O1C(=NC=C1)C=1C=NN(C1)CC=O 2-(4-(oxazol-2-yl)-1H-pyrazol-1-yl)ethan-1-one